ClC1=CC=C2C(=C(NC2=C1Cl)C(=O)N1[C@@H](CCC1)C(=O)O)C=1C=NNC1 (2S)-1-[6,7-dichloro-3-(1H-pyrazol-4-yl)-1H-indole-2-carbonyl]pyrrolidine-2-carboxylic acid